N-(6-benzyl-6-azaspiro[2.5]oct-1-yl)-3,4-dichlorobenzamide C(C1=CC=CC=C1)N1CCC2(CC2NC(C2=CC(=C(C=C2)Cl)Cl)=O)CC1